FC1=C(C=C(C(=C1)C(F)(F)F)C1=NC=C(C=N1)F)NC(=O)N1C2CC(CC1(C2)C(=O)O)C 6-((2-fluoro-5-(5-fluoropyrimidin-2-yl)-4-(trifluoromethyl)phenyl)carbamoyl)-3-methyl-6-azabicyclo[3.1.1]heptane-1-carboxylic acid